3-[difluoro(isopropoxy)methyl]-6-[6-[(1S)-2,2-difluoro-1-methyl-ethoxy]-3-pyridyl]-[1,2,4]triazolo[4,3-a]pyrazine FC(C1=NN=C2N1C=C(N=C2)C=2C=NC(=CC2)O[C@H](C(F)F)C)(OC(C)C)F